N-methyl-N-(2-oxo-2-((6-(trifluoromethoxy)benzo[d]thiazol-2-yl)amino)ethyl)-2-((1-(trifluoromethyl)cyclopropyl)amino)acetamide CN(C(CNC1(CC1)C(F)(F)F)=O)CC(NC=1SC2=C(N1)C=CC(=C2)OC(F)(F)F)=O